CC=1C=CC=CC1C 3,4-dimethyl-benzene